3-(1-(2-chloroacetyl)pyrrolidin-3-yl)-1-(cyclopropylmethyl)-N-(1-methylcyclopropyl)-2,4-dioxo-1,2,3,4-tetrahydroquinazoline-6-sulfonamide ClCC(=O)N1CC(CC1)N1C(N(C2=CC=C(C=C2C1=O)S(=O)(=O)NC1(CC1)C)CC1CC1)=O